tetranonyl orthosilicate [Si](OCCCCCCCCC)(OCCCCCCCCC)(OCCCCCCCCC)OCCCCCCCCC